FC=1C=C(C=CC1OC(F)(F)F)NC(=O)N1C[C@@H](CCC1)NC(OC(C)(C)C)=O (R)-tert-butyl 1-(3-fluoro-4-(trifluoromethoxy)phenylcarbamoyl)piperidin-3-ylcarbamate